C(C)C1=NC=2C(=NC=C(C2)S(=O)(=O)N2CCC3(C[C@H](CO3)NC[C@@H](COC=3C=C(C=CC3)S(=O)(=O)NC)O)CC2)N1 3-((S)-3-((R)-8-(2-ethyl-3H-imidazo[4,5-b]pyridin-6-ylsulfonyl)-1-oxa-8-azaspiro[4.5]decan-3-ylamino)-2-hydroxypropoxy)-N-methylbenzenesulfonamide